6-chloro-4-methylheptyl ethoxymethyl ether C(C)OCOCCCC(CC(C)Cl)C